N-(4-(4-fluorophenoxy)phenyl)-3,4-dihydro-2H-[1,4]oxazino[2,3-f]quinazolin-10-amine FC1=CC=C(OC2=CC=C(C=C2)NC2=NC=NC3=CC=C4C(=C23)OCCN4)C=C1